CC1=C(C=CC=C1)C1=C(C(=O)O)C=CC(=C1)C.CC1=C(C=CC=C1)OC(C1=CC=C(C=C1)C)=O 2-methylphenyl-4-methylbenzoate (2-methylphenyl 4-methylbenzoate)